5-Chloro-N2-cyclopropylpyridine-2,3-diamine ClC=1C=C(C(=NC1)NC1CC1)N